3-cyano-7-(ethyl-(tetrahydro-2H-pyran-4-yl)amino)-N-((4-methoxy-6-methyl-2-oxo-1,2-dihydropyridin-3-yl)methyl)-6-methylpyrazolo[1,5-a]pyrimidine-5-carboxamide C(#N)C=1C=NN2C1N=C(C(=C2N(C2CCOCC2)CC)C)C(=O)NCC=2C(NC(=CC2OC)C)=O